2,3-diphenyl-ethyl-cyclohexanediamine C1(=CC=CC=C1)CCC1C(CCCC1C1=CC=CC=C1)(N)N